The molecule is an N-acyl-15-methylhexadecasphing-4-enine-1-phosphocholine in which the acyl group has 24 carbons and 0 double bonds and is 2-hydroxylated. It derives from a 15-methylhexadecasphing-4-enine. CCCCCCCCCCCCCCCCCCCCCCC(C(=O)N[C@@H](COP(=O)([O-])OCC[N+](C)(C)C)[C@@H](/C=C/CCCCCCCCCC(C)C)O)O